Cl.ClC=1C=C(C(=NC1)OC)S(=O)(=O)NC=1C(=C(C(=CC1)F)[C@@H]1CN2C(CO1)=C(N=C2)C(=O)NC)F (6R)-6-[3-(5-chloro-2-methoxypyridine-3-sulfonamido)-2,6-difluorophenyl]-N-methyl-5H,6H,8H-imidazo[4,3-c][1,4]oxazine-1-carboxamide hydrochloride